1-methyl-2-((2-chlorobenzyl-(propargyl)amino)methyl)-5-hydroxypyridin CN1C(C=CC(=C1)O)CN(CC#C)CC1=C(C=CC=C1)Cl